N[S@](=NC(CC1=C(C=C(C=C1C(C)C)F)C1=CC=CC=C1)=O)(=O)C1=CC=C(C=C1)CNC (R)-N-(amino(4-((methylamino)methyl)phenyl)(oxo)-λ6-sulfaneylidene)-2-(5-fluoro-3-isopropyl-[1,1'-biphenyl]-2-yl)acetamide